C[C@H]1CN(C[C@H](O1)C)C1=CC(=NC=N1)C1=NN(C=C1)C1C[C@H](O[C@H](C1)C)C 3-(6-((2S,6R)-2,6-Dimethylmorpholinyl)pyrimidin-4-yl)-N-((2R,4S,6S)-2,6-dimethyltetrahydro-2H-pyran-4-yl)-1H-pyrazole